10-phenyl-9-oxothioxanthenium tetrafluoro-borate F[B-](F)(F)F.C1(=CC=CC=C1)[S+]1C=2C=CC=CC2C(C2=CC=CC=C12)=O